O.C(C)(=O)NC1=CC=C(C=C1)C(=O)C=O 4-ACETAMIDOPHENYLGLYOXAL HYDRATE